N-[(2S,3R)-2-[(3'-chloro-2,4'-difluoro-[1,1'-biphenyl]-3-yl)methyl]-4,4-difluoro-1-((2S)-oxetane-2-carbonyl)pyrrolidin-3-yl]ethanesulfonamide ClC=1C=C(C=CC1F)C1=C(C(=CC=C1)C[C@@H]1N(CC([C@@H]1NS(=O)(=O)CC)(F)F)C(=O)[C@H]1OCC1)F